bis[3,5-difluoro-2-[5-(trifluoromethyl)-2-pyridyl]phenyl]iridium FC=1C(=C(C=C(C1)F)[Ir]C1=C(C(=CC(=C1)F)F)C1=NC=C(C=C1)C(F)(F)F)C1=NC=C(C=C1)C(F)(F)F